4-(4,4,5,5-tetramethyl-1,3,2-dioxaborolan-2-yl)1H-imidazole-1-carboxylic acid benzyl ester C(C1=CC=CC=C1)OC(=O)N1C=NC(=C1)B1OC(C(O1)(C)C)(C)C